[1,3]-diazepine N1C=NC=CC=C1